3-methylthiothieno[2,3-c]pyridin-7-ol CSC1=CSC2=C(N=CC=C21)O